N-[(1R)-2-[1,1'-Biphenyl]-4-yl-1-(hydroxymethyl)ethyl]carbamic acid tert-butyl ester C(C)(C)(C)OC(N[C@H](CC1=CC=C(C=C1)C1=CC=CC=C1)CO)=O